2-[[4-chloro-3-(3,5-dimethylisoxazol-4-yl)pyrrolo[2,3-b]pyridin-1-yl]methoxy]ethyl-trimethyl-silane ClC1=C2C(=NC=C1)N(C=C2C=2C(=NOC2C)C)COCC[Si](C)(C)C